S1C=NC(=C1)C(=O)OC(C)(C)C Tert-butyl thiazole-4-carboxylate